C(CCCC)O[Ga] pentoxygallium